N-(2,3,5,6-tetrafluoro-4-(trifluoromethyl)phenyl)acetamide FC1=C(C(=C(C(=C1F)C(F)(F)F)F)F)NC(C)=O